3-chloro-4-(3-ethyl-5-(piperidin-4-yl)-1H-indol-2-yl)-1H-pyrrolo[2,3-b]pyridine ClC1=CNC2=NC=CC(=C21)C=2NC1=CC=C(C=C1C2CC)C2CCNCC2